4-((2-(1H-pyrrolo[2,3-b]pyridin-3-yl)pyrimidin-4-yl)amino)-1-(methylsulfonyl)-N-(2,2,2-trifluoroethyl)piperidine-4-carboxamide N1C=C(C=2C1=NC=CC2)C2=NC=CC(=N2)NC2(CCN(CC2)S(=O)(=O)C)C(=O)NCC(F)(F)F